4-(3-Isopropyl-2-(8-methyl-[1,2,4]triazolo[1,5-a]pyridin-6-yl)-1H-indol-5-yl)-N-methylcyclohexan-1-amin C(C)(C)C1=C(NC2=CC=C(C=C12)C1CCC(CC1)NC)C=1C=C(C=2N(C1)N=CN2)C